N-(4-(2-(8-oxa-3-azabicyclo[3.2.1]oct-3-yl)ethyl)-2-cyano-6-methylphenyl)-4-(trifluoromethyl)pyridineamide C12CN(CC(CC1)O2)CCC2=CC(=C(C(=C2)C)NC(=O)C2=NC=CC(=C2)C(F)(F)F)C#N